C(#N)C=1C=C(C=CC1)C1=COC=2C1=NC=C(C2)C2=CC=C(C=C2)N2CCN(CC2)C(=O)OC(C)(C)C tert-butyl 4-(4-(3-(3-cyanophenyl)furo[3,2-b]pyridin-6-yl)phenyl)piperazine-1-carboxylate